FN1C(OC2=C1C=C(C=C2)NC2=NC(=NC=C2C)NC2=CC(=C(C(=C2)C)F)C)=O fluoro-5-(2-(4-fluoro-3,5-dimethylphenylamino)-5-methylpyrimidin-4-ylamino)benzo[d]oxazol-2(3H)-one